S-(7-oxo-7-((4-phenylthiazol-2-yl)amino)heptyl) 3-phenylpropane-thioate C1(=CC=CC=C1)CCC(SCCCCCCC(NC=1SC=C(N1)C1=CC=CC=C1)=O)=O